3'-O-tert-butyl(dimethyl)silyl-5'-O-(4,4'-dimethoxytrityl)-2'-aminouridine [Si](C)(C)(C(C)(C)C)O[C@H]1[C@]([C@@H](O[C@@H]1COC(C1=CC=C(C=C1)OC)(C1=CC=C(C=C1)OC)C1=CC=CC=C1)N1C(=O)NC(=O)C=C1)(O)N